BrC1=CC=C(C=C1)C1=CC(=C(C(=C1)C(=O)N)NC(=O)C1CC1)C1=CC=C(C=C1)S(N)(=O)=O 4-bromo-4'-(cyclopropanecarboxamido)-4''-sulfamoyl-[1,1':3',1''-terphenyl]-5'-carboxamide